N-(2-fluoro-pyridin-4-yl)-N'-(3-oxa-bicyclo[3.1.0]hex-6-yl)-6-(6-trifluoromethyl-pyridin-2-yl)-[1,3,5]triazine-2,4-diamine FC1=NC=CC(=C1)NC1=NC(=NC(=N1)NC1C2COCC12)C1=NC(=CC=C1)C(F)(F)F